{6-[3-Ethoxy-4-(1H-tetrazol-5-yl)-phenyl]-pyrimidin-4-yl}-[2-(7-fluoro-4-methoxy-2-methyl-indol-1-yl)-ethyl]-amin C(C)OC=1C=C(C=CC1C1=NN=NN1)C1=CC(=NC=N1)NCCN1C(=CC2=C(C=CC(=C12)F)OC)C